BrC1=CC(=C2CN(C(C2=C1)=O)C1=CC(=CC=C1)C1(COC1)CC1=NN=CN1C)C(F)(F)F 6-bromo-2-(3-(3-((4-methyl-4H-1,2,4-triazol-3-yl)methyl)oxetan-3-yl)phenyl)-4-(trifluoro-methyl)isoindolin-1-one